ClC1=CN=CC(=N1)N(CC)CC 6-chloro-N,N-diethyl-pyrazin-2-amine